methyl (2S)-2-amino-4-(1-methyl-5-nitro-benzimidazol-2-yl)butanoate N[C@H](C(=O)OC)CCC1=NC2=C(N1C)C=CC(=C2)[N+](=O)[O-]